NCCCNC(C(N)=O)=O N'-(3-aminopropyl)oxamide